2-(3,5-dichloro-4-((1-cyclobutyl-6-oxo-1,6-dihydropyridin-3-yl)oxy)phenyl)-3,5-dioxo-2,3,4,5-tetrahydro-1,2,4-triazine-6-carboxylic acid ClC=1C=C(C=C(C1OC1=CN(C(C=C1)=O)C1CCC1)Cl)N1N=C(C(NC1=O)=O)C(=O)O